tert-butyl (2R,3S,4S)-4-[(tert-butoxycarbonyl)oxy]-3-({[3-(diethylamino)propyl]carbamoyl}oxy)-2-[(4-methoxyphenyl)methyl]pyrrolidine-1-carboxylate C(C)(C)(C)OC(=O)O[C@@H]1[C@H]([C@H](N(C1)C(=O)OC(C)(C)C)CC1=CC=C(C=C1)OC)OC(NCCCN(CC)CC)=O